COC(=O)C=1C=CC2=C(C(C(O2)(C)COC)N2C(NC(CC2=O)(CC)CC)=NC(=O)OC(C)(C)C)C1 (2-((tert-Butoxycarbonyl)imino)-4,4-diethyl-6-oxotetrahydropyrimidin-1(2H)-yl)-2-(methoxymethyl)-2-methyl-2,3-dihydrobenzofuran-5-carboxylic acid methyl ester